C(C)(C)(C)C=1C=C2C=C(CC2=C(C1OC)C1=CC(=CC(=C1)C)C)C(C)C 5-tert-Butyl-2-isopropyl-6-methoxy-7-(3,5-dimethylphenyl)-1H-indene